C(C)C=1C2=C(C(N(N1)CC(=O)OCC)=O)SC(=C2)C ethyl 2-(4-ethyl-2-methyl-7-oxo-thieno[2,3-d]pyridazin-6-yl)acetate